C(#N)COP(O)(O)=O cyanomethyl-phosphoric acid